C(N)(=O)C=1C=C(CN2CCCC23CCN(CC3)C(=O)OC(C(F)(F)F)C(F)(F)F)C=CC1C(F)(F)F 1,1,1,3,3,3-hexafluoropropan-2-yl 1-(3-carbamoyl-4-(trifluoromethyl) benzyl)-1,8-diazaspiro[4.5]decane-8-carboxylate